tert-butyl (2-(2,6-dichloropyridin-4-yl)-2-hydroxyethyl)(1,3-dihydroxypropan-2-yl)carbamate ClC1=NC(=CC(=C1)C(CN(C(OC(C)(C)C)=O)C(CO)CO)O)Cl